diphenylantimony 2-ethylhexanoate C(C)C(C(=O)[O-])CCCC.C1(=CC=CC=C1)[Sb+]C1=CC=CC=C1